[Na+].C(C=CCCCCC)S(=O)(=O)[O-] 2-octene-1-sulfonic acid sodium salt